FC(C(C)(C)O)(F)C=1C(=C(C=CC1)[C@@H](C)NC1=NC(=NC2=CC3=C(C=C12)N(C(C3(C)C)=O)C(C)C)C)F (R)-4-((1-(3-(1,1-difluoro-2-hydroxy-2-methylpropyl)-2-fluorophenyl)ethyl)amino)-6-isopropyl-2,8,8-trimethyl-6H-pyrrolo[2,3-g]quinazolin-7(8H)-one